[(2S)-Oxiran-2-yl]methyl butanoate C(CCC)(=O)OC[C@H]1OC1